1-(3-{[(3S)-4-methylmorpholin-3-yl]methoxy}pyridin-4-yl)methylamine CN1[C@@H](COCC1)COC=1C=NC=CC1CN